4-(1-methyl-phenylethyl)N-[4-(1-methyl-1-phenylethyl)phenyl]aniline CC1(CC=CC=C1)CCC1=CC=C(NC2=CC=C(C=C2)C(C)(C2=CC=CC=C2)C)C=C1